N-(1-isobutyl-5-(4,4,5,5-tetramethyl-1,3,2-dioxaborolan-2-yl)-1H-pyrazolo[3,4-b]pyridin-3-yl)pivalamide C(C(C)C)N1N=C(C=2C1=NC=C(C2)B2OC(C(O2)(C)C)(C)C)NC(C(C)(C)C)=O